tert-butyl methyl(1-((4-((1-methyl-1H-pyrazol-4-yl)methyl-d2)-7-(N-(1-methylcyclopropyl)sulfamoyl)-5-oxo-1,2,4,5-tetrahydroimidazo[1,2-a]quinazolin-1-yl)ethynyl)cyclopropyl)carbamate CN(C(OC(C)(C)C)=O)C1(CC1)C#CC1CN=C2N1C1=CC=C(C=C1C(N2C([2H])([2H])C=2C=NN(C2)C)=O)S(NC2(CC2)C)(=O)=O